COC1=CC(=C2C=CC=NC2=C1)C1(CC1)NC(=O)C=1C(=CC(=C(OC[C@H]2N(CC2)C(=O)OC(C)(C)C)C1)[N+](=O)[O-])C (S)-tert-Butyl 2-((5-((1-(7-methoxyquinolin-5-yl)cyclopropyl)carbamoyl)-4-methyl-2-nitro phenoxy)methyl)azetidine-1-carboxylate